CN1N=CC2=C(C(=CC=C12)C)C1=CC=2C=NN(C(C2CC1)=O)C1=NC=CC=N1 6-(1,5-dimethyl-1H-indazol-4-yl)-2-(pyrimidin-2-yl)-7,8-dihydro-phthalazin-1(2H)-one